COC1=C(NCC#CC=2C=C(C3=C(N(C=N3)CC(F)(F)F)C2)C(=O)OC)C=CC(=C1)C(NC)=O methyl 6-[3-[2-methoxy-4-(methylcarbamoyl)anilino]prop-1-ynyl]-1-(2,2,2-trifluoroethyl)benzimidazole-4-carboxylate